Cl.Cl.Cl.C(C)O ethan-1-ol tri-hydrochloride